(1S,2R)-1-(2-chloro-4,5-difluorophenyl)-1-(1-methyl-1H-pyrazol-4-yl)propan ClC1=C(C=C(C(=C1)F)F)[C@@H](CC)C=1C=NN(C1)C